ClC=1C(=C(C=CC1)NC1=NC=NC2=CC=C(C(=C12)C)NC(\C=C\CNC1CC1)=O)F (E)-N-(4-((3-chloro-2-fluorophenyl)amino)-5-methylquinazolin-6-yl)-4-(cyclopropylamino)but-2-enamide